7-methyl-N,2-diphenyl-7H-pyrrolo[2,3-d]pyrimidin-4-amine CN1C=CC2=C1N=C(N=C2NC2=CC=CC=C2)C2=CC=CC=C2